C(C)(=O)C1=C(C(=NC=C1)N)N acetyldiaminopyridine